NC1CN(CC(C1)O)C=1C2=C(N=C(N1)OCC1(CC1)CN(C)C)CN(C2)C(=O)C2=CC(=CC1=CC=CC(=C21)I)O (4-(3-amino-5-hydroxypiperidin-1-yl)-2-((1-((dimethylamino)methyl)cyclopropyl)methoxy)-5,7-dihydro-6H-pyrrolo[3,4-d]pyrimidin-6-yl)(3-hydroxy-8-iodonaphthalen-1-yl)methanone